(2R,3R,4R,5R,6R)-2-(2-(diethoxyphosphoryl)ethyl)-6-(2,3-dihydroxypropyl)tetrahydro-2H-pyran-3,4,5-triyl triacetate C(C)(=O)O[C@@H]1[C@H](O[C@@H]([C@H]([C@H]1OC(C)=O)OC(C)=O)CC(CO)O)CCP(=O)(OCC)OCC